(E)-4,4,5,5-tetramethyl-2-(3,4,5-trimethoxystyryl)-1,3,2-dioxaborolane CC1(OB(OC1(C)C)\C=C\C1=CC(=C(C(=C1)OC)OC)OC)C